bis[3,5-difluoro-2-(2-pyridinyl)phenyl][2-(2H-tetrazol-5-yl)pyridine] iridium [Ir].FC=1C(=C(C=C(C1)F)C1=C(C(=NC=C1)C=1N=NNN1)C1=C(C(=CC(=C1)F)F)C1=NC=CC=C1)C1=NC=CC=C1